acrylic propionic anhydride C(CC)(=O)OC(C=C)=O